citric acid-13C6 [13C]([13CH2][13C](O)([13C](=O)O)[13CH2][13C](=O)O)(=O)O